(4-chlorobenzyl)-2-(4-(2-(dimethylamino)ethyl)piperazin-1-yl)-6-(3,5-dimethylIsooxazol-4-yl)quinazolin-4-amine ClC1=CC=C(CC2=C3C(=NC(=NC3=CC=C2C=2C(=NOC2C)C)N2CCN(CC2)CCN(C)C)N)C=C1